C(C=C(C(=O)[O-])CC(=O)[O-])(=O)[O-].[Ca+2].C(C=C(C(=O)[O-])CC(=O)[O-])(=O)[O-].[Ca+2].[Ca+2] calcium aconitate